n-methyl-decahydroquinoline CN1CCCC2CCCCC12